C1(=CC=CC=C1)C=1C=C(C=CC1O)C1=NNC(C2=CC=CC=C12)=O 4-(3-phenyl-4-hydroxyphenyl)-2,3-naphthyridine-1-one